C(C)N1C(C(C=2C3=C(C=CC12)C=CC=C3)(C)C)C=CC3=CC1=CC=C(C=C1C=C3)O 3-Ethyl-2-[2-(6-hydroxy-2-naphthyl)vinyl]-1,1-dimethyl-1H-benzo[e]indole